O[C@@H]1CN(CC[C@H]1OC1=CC(=CC=C1)C(F)(F)F)C1=CC(N(C=2C=CC(=NC12)C#N)C)=O |r| (+-)-trans-8-(3-hydroxy-4-(3-(trifluoromethyl)phenoxy)piperidin-1-yl)-5-methyl-6-oxo-5,6-dihydro-1,5-naphthyridine-2-carbonitrile